C(C)N1N=C(C(=C1)C1=NC=NC2=CC(=CC=C12)OC)C1=CC=CC=C1 4-(1-ethyl-3-phenyl-1H-pyrazol-4-yl)-7-methoxyquinazolin